C1(=CC=CC=C1)N1C(=NC2=C1C=CC=C2)C2=CC=CC=C2 1-phenyl-1H-benzo[d]Imidazole-2-ylBenzene